benzyl (3R)-3-[[2-[6-(4-acetylpiperazin-1-yl)-4-oxoquinazolin-3-yl]acetyl]amino]-3-(4-chlorophenyl)propanoate C(C)(=O)N1CCN(CC1)C=1C=C2C(N(C=NC2=CC1)CC(=O)N[C@H](CC(=O)OCC1=CC=CC=C1)C1=CC=C(C=C1)Cl)=O